1-(3-Bromo-5-chloro-phenyl)-N-methyl-methanesulfonamide BrC=1C=C(C=C(C1)Cl)CS(=O)(=O)NC